FC=1C(=NC=NC1N(CC1=C(C=CC=C1)C)C)NCC1C(CN(CC1)CC(=O)N)O 2-(4-(((5-fluoro-6-(methyl(2-methylbenzyl)amino)pyrimidin-4-yl)amino)methyl)-3-hydroxypiperidin-1-yl)acetamide